4-piperidone monohydrate hydrobromide salt Br.O.N1CCC(CC1)=O